Bis(p-Nitrophenyl)Carbonate [N+](=O)([O-])C1=CC=C(C=C1)OC(OC1=CC=C(C=C1)[N+](=O)[O-])=O